[S-]C#N.C(C)N1C=[N+](C=C1)C 1-ethyl-3-methylimidazolium thiocyanate salt